C1CC=CC=2OC3=CC=CC=C3CC12 cis-dihydroxanthene